FC(C(=O)O)(F)F.FC1=C(C=CC(=C1)F)S(=O)(=O)NC=1C(=NC=C(C1)C=1N=CC2=CC=CC(=C2C1)N1CCNCC1)OC 2,4-difluoro-N-(2-methoxy-5-(5-(piperazin-1-yl)isoquinolin-3-yl)pyridin-3-yl)benzenesulfonamide trifluoroacetate salt